3-(5-(trifluoromethoxy)pyridin-2-yl)-1,2,4-oxadiazol-5-amine FC(OC=1C=CC(=NC1)C1=NOC(=N1)N)(F)F